C(C)(C)(C)OC(=O)N1[C@@H](C[C@H](C1)NC(=O)C=1OC(=NN1)C1=C(C=CC=C1)C1CC1)CN1N=NC=C1 (2s,4r)-2-((1H-1,2,3-triazol-1-yl)methyl)-4-(5-(2-cyclopropylphenyl)-1,3,4-oxadiazole-2-carboxamido)pyrrolidine-1-carboxylic acid tert-butyl ester